ClC=1C=C(C=CC1)C1=CNC=2N=CN=C(C21)N2CCC(CC2)(O)C 1-(5-(3-chlorophenyl)-7H-pyrrolo[2,3-d]pyrimidin-4-yl)-4-methylpiperidin-4-ol